O1C(NC2=C1C=CC=C2)C=2NOC=CC2 dihydrobenzoxazolyl-oxazine